3-(6-fluoro-4-(1-(3-(3-(7-(4-(2-hydroxyethyl)piperazin-1-yl)-2-methyl-3-phenyl-pyrazolo[1,5-a]pyrimidin-5-yl)phenyl)propyl)piperidin-4-yl)-1-oxoisoindolin-2-yl)piperidine-2,6-dione FC1=CC(=C2CN(C(C2=C1)=O)C1C(NC(CC1)=O)=O)C1CCN(CC1)CCCC1=CC(=CC=C1)C1=NC=2N(C(=C1)N1CCN(CC1)CCO)N=C(C2C2=CC=CC=C2)C